CC=1N=C2N(N=C(C=C2C)C=2C=C3N=CC(=NC3=C(C2)F)C2CCN(CC2)C(=O)OC(C)(C)C)C1 tert-Butyl 4-[6-(2,8-dimethylimidazo[1,2-b]pyridazin-6-yl)-8-fluoro-quinoxalin-2-yl]piperidine-1-carboxylate